diethyl (4-(5-(trifluoromethyl)-1,2,4-oxadiazol-3-yl)phenyl)phosphonate FC(C1=NC(=NO1)C1=CC=C(C=C1)P(OCC)(OCC)=O)(F)F